2-(6-Oxo-5-(trifluoromethyl)-1,6-dihydropyridin-3-yl)ethyl (2R,6R)-4-(5-cyclopropylpyrimidin-2-yl)-2,6-Dimethylpiperazine-1-carboxylate C1(CC1)C=1C=NC(=NC1)N1C[C@H](N([C@@H](C1)C)C(=O)OCCC1=CNC(C(=C1)C(F)(F)F)=O)C